(R)-3,3-diethyl-5-(2-hydroxyethyl)pyrrolidin-2-one tert-butyl-3-cyano-7,7-difluoro-1-(2-trimethylsilylethoxymethyl)-4,6-dihydropyrazolo[4,3-c]pyridine-5-carboxylate C(C)(C)(C)OC(=O)N1CC2=C(C(C1)(F)F)N(N=C2C#N)COCC[Si](C)(C)C.C(C)C2(C(N[C@H](C2)CCO)=O)CC